C(C)OC(=O)C1=CN=C(N(C1=O)C1=CC=C(C=C1)F)N 2-amino-1-(4-fluorophenyl)-6-oxo-1,6-dihydropyrimidine-5-carboxylic acid ethyl ester